FC1(CCC(CC1)CN1[C@@H]([C@H]([C@@H]([C@H](C1)O)O)O)C)F (2R,3R,4R,5S)-1-((4,4-Difluorocyclohexyl)methyl)-2-methylpiperidine-3,4,5-triol